3-[(3-fluorophenyl)methyl]-8-[4-(4-fluorophenyl)-4-oxobutyl]-1-phenyl-1,3,8-triazaspiro[4.5]decan-4-one FC=1C=C(C=CC1)CN1CN(C2(C1=O)CCN(CC2)CCCC(=O)C2=CC=C(C=C2)F)C2=CC=CC=C2